3-dihydro-4H-naphthol C1CC(CC2=CC=CC=C12)O